2-Ethyl-3,6-dimethyl-8-((6-methyl-[2,4'-bipyridin]-3-yl)amino)-8,9-dihydrobenzo[de]pyrazolo[4,5,1-ij][1,7]naphthyridin-4(3H)-one C(C)C1=NN2CC(C=3C4=C(C(N(C1=C24)C)=O)C=C(C3)C)NC=3C(=NC(=CC3)C)C3=CC=NC=C3